4-(3-(2-aminophenyl)-1H-pyrazol-1-yl)-5-bromo-N-(2-methoxy-5-methyl-4-(4-(4-methylpiperazin-1-yl)piperidin-1-yl)phenyl)pyrimidin-2-amine NC1=C(C=CC=C1)C1=NN(C=C1)C1=NC(=NC=C1Br)NC1=C(C=C(C(=C1)C)N1CCC(CC1)N1CCN(CC1)C)OC